dimethyldithiocarbamate sodium salt [Na+].CN(C([S-])=S)C